ClC=1C=C(C=CC1F)NC(=O)N1CC=2C(=NN3C2C=2N(CCC3)C=NN2)C[C@H]1C (R)-N-(3-Chloro-4-fluorophenyl)-11-methyl-6,7,10,11-tetrahydro-5H-pyrido-[4',3':3,4]pyrazolo[1,5-a][1,2,4]triazolo[3,4-c][1,4]diazepine-12(13H)-carboxamide